[3-[4-(4-chloro-2-methylsulfonyl-phenyl)phenyl]azetidin-1-yl]-[(3R)-3-hydroxypyrrolidin-1-yl]methanone ClC1=CC(=C(C=C1)C1=CC=C(C=C1)C1CN(C1)C(=O)N1C[C@@H](CC1)O)S(=O)(=O)C